6-((2-(2-(4-Aminophenoxy)ethyl)-[1,1'-biphenyl]-4-yl)oxy)pyridin-3-amine NC1=CC=C(OCCC2=C(C=CC(=C2)OC2=CC=C(C=N2)N)C2=CC=CC=C2)C=C1